methyl 2-cyano-4-(trifluoromethyl)benzoate C(#N)C1=C(C(=O)OC)C=CC(=C1)C(F)(F)F